OC1=C(C=C(\C=C\2/C=NCN(C2)C2=CC=C(C=C2)OC)C=C1)OC (Z)-5-(4-hydroxy-3-methoxybenzylidene)-1-(4-methoxyphenyl)pyrimidine